5-(Azetidin-2-ylmethoxy)-2-methyl-N-(1-(naphthalen-1-yl)cyclopropyl)benzamide N1C(CC1)COC=1C=CC(=C(C(=O)NC2(CC2)C2=CC=CC3=CC=CC=C23)C1)C